2,3-dimethyl-7-[(2R,4S)-2-(1-methylpyrazol-4-yl)oxan-4-yl]-9-[6-(trifluoromethyl)pyridin-3-yl]pyrazino[1,2-a]pyrimidin-4-one CC=1N=C2N(C(C1C)=O)C=C(N=C2C=2C=NC(=CC2)C(F)(F)F)[C@@H]2C[C@@H](OCC2)C=2C=NN(C2)C